rac-N-((4R,5S)-3-(((tert-butyldimethylsilyl)oxy)methyl)-4-cyclopropyl-6-oxo-1-(tetrahydro-2H-pyran-4-yl)-4,5,6,7-tetrahydro-1H-pyrazolo[3,4-b]pyridin-5-yl)-3-(trifluoromethyl)benzamide [Si](C)(C)(C(C)(C)C)OCC1=NN(C=2NC([C@H]([C@@H](C21)C2CC2)NC(C2=CC(=CC=C2)C(F)(F)F)=O)=O)C2CCOCC2 |r|